7-{2-difluoromethoxy-5-[(1S,2S,6R,8S)-2,9,9-trimethyl-3,5-dioxa-4-boratricyclo[6.1.1.02,6]decan-4-yl]phenyl}cinnolin-4-amine FC(OC1=C(C=C(C=C1)B1O[C@]2([C@@H]3C([C@H](C[C@H]2O1)C3)(C)C)C)C3=CC=C1C(=CN=NC1=C3)N)F